[4-[(4-methylphenyl)thio]phenyl]phenyl-methanone CC1=CC=C(C=C1)SC1=CC=C(C=C1)C(=O)C1=CC=CC=C1